4-(4-bromophenyl)-5-oxopentanoic acid methyl ester COC(CCC(C=O)C1=CC=C(C=C1)Br)=O